C1(CC1)CSC=1C=2N(C=CC1)C(=NC2)C(C)(C)NC(OC(C)(C)C)=O tert-butyl (2-(8-((cyclopropylmethyl)thio)imidazo[1,5-a]pyridine-3-yl)propan-2-yl)carbamate